3-(4-((5-((4-((R)-4-((3S,6S,10aS)-6-amino-5-oxodecahydropyrrolo[1,2-a]azocine-3-carbonyl)-4-azaspiro[2.4]heptan-6-yl)pyridin-2-yl)oxy)pentyl)oxy)phenyl)piperidine-2,6-dione N[C@H]1CCCC[C@@H]2N(C1=O)[C@@H](CC2)C(=O)N2C1(CC1)C[C@@H](C2)C2=CC(=NC=C2)OCCCCCOC2=CC=C(C=C2)C2C(NC(CC2)=O)=O